C1(=CC=CC=C1)C#CC1OC=CC=C1 phenylethynyl-oxainine